5,11-dioxo-6,12-bis(n-heptyloxy)naphthacene O=C1C=2C=CC=CC2C(=C2C(C3=CC=CC=C3C(=C12)OCCCCCCC)=O)OCCCCCCC